(R)-4-fluoro-2-(4-((1-methylpiperidin-3-yl)amino)phthalazin-1-yl)phenol FC1=CC(=C(C=C1)O)C1=NN=C(C2=CC=CC=C12)N[C@H]1CN(CCC1)C